C1(=CC=CC=C1)S(=O)(=O)N1C=CC=2C1=NC(=CC2)C(=C)C 1-(benzenesulfonyl)-6-isopropenyl-pyrrolo[2,3-b]pyridine